C1(CC=CCC1)CN1CCC(CC1)N N-(3-cyclohexene-1-ylmethyl)-4-aminopiperidine